NC=1C(NC2=C3C(=C(C=C2C1C1=C2C=NNC2=C(C=C1)F)C#N)C=CC=C3)=O 3-amino-4-(7-fluoro-1H-indazol-4-yl)-2-oxo-1H-benzo[h]quinoline-6-carbonitrile